ClC1=C(N=C(C(=N1)C=1C=C(C=CC1)C1=NC(=CC(=N1)C1=CC=CC=C1)C1=CC=CC=C1)C1=CC=CC=C1)C1=CC=CC=C1 2-(3-(6-chloro-3,5-diphenylpyrazin-2-yl)phenyl)-4,6-diphenylpyrimidine